N[C@@H]1C[C@@H]2N(C(CCN(C2=O)[C@@H](C(=O)NCC2=CC(=C(C=C2)Cl)Cl)CC(C)C)CS(=O)C2=CC=CC=C2)C1 (2R)-2-((8R,9aS)-8-amino-1-oxo-5-((phenylsulfinyl)methyl)hexahydro-1H-pyrrolo[1,2-a][1,4]diazepin-2(3H)-yl)-N-(3,4-dichlorobenzyl)-4-methylpentanamide